N-(5-(3-methoxybenzyl)thiazol-2-yl)-1-methyl-6-oxo-1,6-dihydropyridazine-3-carboxamide COC=1C=C(CC2=CN=C(S2)NC(=O)C2=NN(C(C=C2)=O)C)C=CC1